FC1(CCN(CC1)C1=NC(=CC(=N1)NC(C1=C(C=C(C=C1)I)N1[C@H]2CC3(CC3)C[C@@H]1CC2)=O)C)F N-(2-(4,4-difluoropiperidin-1-yl)-6-methylpyrimidin-4-yl)-4-iodo-2-((1R,5S)-8-azaspiro[bicyclo[3.2.1]octane-3,1'-cyclopropane]-8-yl)benzamide